C12(CC3CC(CC(C1)C3)C2)C2=NC=3N(C(=C2)Cl)N=C(C3)C(=O)OCC ethyl 5-(1-adamantyl)-7-chloropyrazolo[1,5-a]pyrimidine-2-carboxylate